4-methyl-7-(1,3,4-thiadiazol-2-yloxy)chromen-2-one CC1=CC(OC2=CC(=CC=C12)OC=1SC=NN1)=O